NC(CNS(=O)(=O)C1=CN=C(N1)C(C1=CC(=C(C=C1)F)Cl)C1=CC(=C(C=C1)F)Cl)(C)C N-(2-amino-2-methylpropyl)-2-(bis(3-chloro-4-fluorophenyl)methyl)-1H-imidazole-5-sulfonamide